CC=1SC2=C(NC=3C(NN=CC32)=O)N1 methyl-4,6-dihydro-5H-thiazolo[5',4':4,5]Pyrrolo[2,3-d]Pyridazin-5-one